(R)-(4-((1-(5-amino-2-methyl-3-(trifluoromethyl)phenyl)ethyl)amino)-8-methyl-1,3-dihydro-2H-imidazo[1,2-a]pyrrolo[3,4-e]pyrimidin-2-yl)(4-methoxytetrahydro-2H-pyran-4-yl)methanone NC=1C=C(C(=C(C1)[C@@H](C)NC1=NC=2N(C3=C1CN(C3)C(=O)C3(CCOCC3)OC)C(=CN2)C)C)C(F)(F)F